C(C)OCCN1C(=NC2=C1C=CC=C2)C2CCN(CC2)CCC2=CC=C(C=C2)C(C(=O)OC)(C)C methyl 2-(4-(2-(4-(1-(2-ethoxyethyl)-1H-benzo[d]imidazol-2-yl) piperidin-1-yl) ethyl) phenyl)-2-methylpropanoate